C(C)(C)(C)OC(=O)N1CCN(CC1)C(=O)OC(C)(C)C 1,4-bis(tert-butoxycarbonyl)piperazine